C(C(=O)O)(=O)O.ClC1=CC=C(C=C1)C1=C(CCC(C1)(C)C)CN1CCN(CC1)C1=CC=C(C(=O)O)C=C1 4-(4-((4'-chloro-5,5-dimethyl-3,4,5,6-tetrahydro-[1,1'-biphenyl]-2-yl)methyl) piperazin-1-yl)benzoate oxalate